FC=1C=C(C=CC1COC1=CC(=CC=C1)C(F)(F)F)NC(C=C)=O N-(3-fluoro-4-((3-(trifluoromethyl)phenoxy)methyl)phenyl)acrylamide